C[SiH](C=1C2=CC=CC=C2C(=C2C=CC=CC12)[SiH](C)C)C 9,10-bis(dimethylsilyl)anthracene